Calcium Tricopper [Cu].[Cu].[Cu].[Ca]